14-hydroxy-10,13-dimethyl-17-(2-oxo-2H-pyran-5-yl)hexadecahydro-1H-cyclopenta[a]phenanthren-3-yl piperazine-1-carboxylate maleate C(\C=C/C(=O)O)(=O)O.N1(CCNCC1)C(=O)OC1CCC2(C3CCC4(C(CCC4(C3CCC2C1)O)C=1C=CC(OC1)=O)C)C